NCC=1C=C(C=CC1)N1N=C(C=C1C(=O)NC1=CC(=CC=C1)[C@@](CCC1CC1)(C1=CC=CC=C1)O)C(F)(F)F |r| racemic-1-(3-(aminomethyl)phenyl)-N-(3-(3-cyclopropyl-1-hydroxy-1-phenylpropyl)phenyl)-3-(trifluoromethyl)-1H-pyrazole-5-carboxamide